FC(C1=C(C=CC=C1)C=1C=CC=C2C=C(NC12)C(=O)O)(F)F 7-(2-(trifluoromethyl)phenyl)-1H-indole-2-carboxylic acid